CC(CN1C=NC2=C1C=C(C=C2)OC2=CC=C(C=C2)C)(C)O 2-methyl-1-[6-(4-methylphenoxy)-1H-benzimidazol-1-yl]propan-2-ol